C(C)OC1=C(C=CC=C1)C=1C=C2C(=NC1)NCN2CC2=CC(=CC=C2)OC 6-(2-Ethoxyphenyl)-1-[(3-methoxyphenyl)methyl]-3H-imidazo[4,5-b]pyridin